C(=O)(O)N1N=NN(C=C1)C(=O)O 1,4-dicarboxytetrazine